C(#N)[C@H]1[C@@H](COCC1)N1N=C(C(=C1)C(=O)N)NC=1C=C(C2=C(C=CB(O2)O)C1)F 1-(trans-4-cyanotetrahydro-2H-pyran-3-yl)-3-[(8-fluoro-2-hydroxy-1,2-benzoxaborinin-6-yl)amino]pyrazole-4-carboxamide